C(C1CO1)C1(CC(C(CC1CN)CN)(CC1CO1)CC1CO1)CC1CO1 tetraglycidyl-1,3-bisaminomethyl-cyclohexane